4-[4-(2-amino-1-hydroxyethyl)imidazol-1-yl]-3-(2-methyl-6-phenylpyrimidin-4-yl)oxybenzonitrile NCC(O)C=1N=CN(C1)C1=C(C=C(C#N)C=C1)OC1=NC(=NC(=C1)C1=CC=CC=C1)C